C(C)(C)(C)NC(=O)NC=1C=CC2=C(OCC(N2[C@H](C)C2=CC=CC=C2)=O)C1 (R)-1-(tert-butyl)-3-(3-oxo-4-(1-phenylethyl)-3,4-dihydro-2H-benzo[b][1,4]oxazin-7-yl)urea